3-(5-(1,3,4-oxadiazol-2-yl)pyridine-3-yl)phenol O1C(=NN=C1)C=1C=C(C=NC1)C=1C=C(C=CC1)O